C(C)(C)(C)NCCC[Si](OC)(OC)OC tertiary butylaminopropyltrimethoxysilane